C(CC(=O)C)(=O)[O-].[Na].C[NH+](C)C trimethylammonium sodium acetoacetate